CC1=NC(=CC=C1CNC(OC(C)(C)C)=O)C1=NC(=NC=C1)NC=1C=NN(C1)C tert-butyl ((2-methyl-6-(2-((1-methyl-1H-pyrazol-4-yl)amino)pyrimidin-4-yl)pyridin-3-yl)methyl)carbamate